2-chloro-5,6,7,8-tetrahydroquinolin-5-amine ClC1=NC=2CCCC(C2C=C1)N